[Di(biphenylyl)triazineyl]azadithiadiindenofluorene C1(=C(C=CC=C1)C1=C(C(=NN=N1)C1=NSSC=2CC=3C=4C(=C5C(C3C12)=C1C=CC=CC1=C5)C=5C=CC=CC5C4)C4=C(C=CC=C4)C4=CC=CC=C4)C4=CC=CC=C4